CCCCCCCC(=O)OC[C@H](COP(=O)([O-])OP(=O)([O-])[O-])OC(=O)CCCCCCC The molecule is a 1,2-diacyl-sn-glycerol 3-diphosphate(3-) arising from deprotonation of the diphosphate OH groups of 1,2-dioctanoyl-sn-glycerol 3-diphosphate. It is a conjugate base of a 1,2-dioctanoyl-sn-glycerol 3-diphosphate.